BrC=1C(=C(OCCCC2CCN(CC2)CC(=O)NC2=CC=C3C(=NN(C3=C2)C)C2C(NC(CC2)=O)=O)C=CC1)C 2-[4-[3-(3-bromo-2-methyl-phenoxy)propyl]-1-piperidyl]-N-[3-(2,6-dioxo-3-piperidyl)-1-methyl-indazol-6-yl]acetamide